OC1=NC=CC(=N1)NC=1NC=2N(C(C1C1=CC=C(C=C1)OC)=O)N=C(C2C2=CC=CC=C2)C2=CC=CC=C2 5-(2-hydroxypyrimidin-4-ylamino)-6-(4-methoxyphenyl)-2,3-diphenyl-pyrazolo[1,5-a]pyrimidin-7(4H)-one